N,N'-tetra(2-hydroxypropyl)ethylenediamine OC(CN(CCN(CC(C)O)CC(C)O)CC(C)O)C